C(C=C)(=O)N1[C@H](CN(C[C@H]1C)C1=NC(N2C3=C(C(=C(C=C13)C(F)(F)F)C1=C(C=C(C(=C1)N)F)F)SC[C@@H]2COC)=O)C (3S,10R)-7-((3S,5R)-4-Acryloyl-3,5-dimethylpiperazin-1-yl)-10-(5-amino-2,4-difluorophenyl)-3-(methoxymethyl)-9-(trifluoromethyl)-2,3-dihydro-5H-[1,4]thiazino[2,3,4-ij]quinazolin-5-one